3-(6-ethoxypyridin-3-yl)benzene C(C)OC1=CC=C(C=N1)C=1C=CC=CC1